rac-benzyl ((2S,3R,4R)-1-acetyl-2,3-dimethyl-1,2,3,4-tetrahydro-1,5-naphthyridin-4-yl)carbamate C(C)(=O)N1[C@H]([C@@H]([C@H](C2=NC=CC=C12)NC(OCC1=CC=CC=C1)=O)C)C |r|